OC=1C=C(C=NC1)CN(CCC1=CC=C(C=C1)NC(=O)C1=C(C=C(C(=C1)OC)OC)NC(=O)C=1OC2=CC=C(C=C2C(C1)=O)C)CC=1C=C2C=NN(C2=CC1)C N-(2-((4-(2-(((5-Hydroxypyridin-3-yl)methyl)((1-methyl-1H-indazol-5-yl)methyl)amino)ethyl)phenyl)carbamoyl)-4,5-dimethoxyphenyl)-6-methyl-4-oxo-4H-chromene-2-carboxamide